5-[(2,6-dioxo-3-piperidyl)oxy]-2-(4-piperidyl)benzenesulfonyl fluoride O=C1NC(CCC1OC=1C=CC(=C(C1)S(=O)(=O)F)C1CCNCC1)=O